OC=1C=C(C=CC1)C[C@H](CCCC)NC(C1=CC=CC=C1)=O N-((S)-1-(3-hydroxyphenyl)hexan-2-yl)benzamide